(3Z)-1-chloro-18,18-diethoxy-3-octadecene ClCC\C=C/CCCCCCCCCCCCCC(OCC)OCC